C1=NC=NC=2C=CC3=C(C12)C=CN3 7H-pyrrolo[3,2-f]quinazoline